methyl 1-((trimethylsilyl)methyl)piperidine-4-carboxylate C[Si](C)(C)CN1CCC(CC1)C(=O)OC